4-(2-(2-cyclopropyl-5-ethoxy-4-methylbenzyl)-7-oxo-2,6-diazaspiro[3.4]octan-6-yl)benzoic acid C1(CC1)C1=C(CN2CC3(C2)CN(C(C3)=O)C3=CC=C(C(=O)O)C=C3)C=C(C(=C1)C)OCC